3-(4-([bis([tert-butyltriazol-4-yl]methyl)amino]methyl)-triazol-1-yl)propanol C(C)(C)(C)C1=C(N=NN1)CN(CC=1N=NNC1C(C)(C)C)CC=1N=NN(C1)CCCO